N[C@@](C(C(C(N)=O)([2H])[2H])([2H])[2H])(C(=O)O)[2H] [2,3,3,4,4-2H5]-glutamine